C(C)OC(/C=C/C1=CC=CC=2OCCN(C21)C(=O)OC(C)(C)C)=O tert-butyl (E)-5-(3-ethoxy-3-oxoprop-1-en-1-yl)-2,3-dihydro-4H-benzo[b][1,4]oxazin-4-carboxylate